17a,21-dihydroxypregn-4-ene-3,20-dione O[C@]1(C(CO)=O)CC[C@H]2[C@@H]3CCC4=CC(CC[C@]4(C)[C@H]3CC[C@]12C)=O